[C@@H]12CNC[C@@H](OC1)[C@@H]2O |o1:0,4,7| (1R,5R,8R)-rel-6-oxa-3-azabicyclo[3.2.1]octan-8-ol